NC1CC(C1)COC1=C(N(N=C1)C)C1=CC=2N(C=C1)N=C(C2)NC(=O)C2CC2 N-[5-[4-[(3-aminocyclobutyl)methoxy]-2-methyl-pyrazol-3-yl]pyrazolo[1,5-a]pyridin-2-yl]cyclopropanecarboxamide